3-carbonyl-1-cyclohexanecarboxylic acid C(=O)=C1CC(CCC1)C(=O)O